C(C)(C)(C)OC(NC=1N=C(N(C1S(=O)(=O)CC)C)C=1C=NN(C1)C1CC1)=O.ClC=1C=C(SC1CN1CCN(CC1)C1=CC=NC=C1)C(=O)N 4-chloro-5-[[4-(4-pyridinyl)piperazin-1-yl]methyl]thiophene-2-carboxamide tert-butyl-N-[2-(1-cyclopropylpyrazol-4-yl)-5-ethylsulfonyl-1-methyl-imidazol-4-yl]carbamate